(2S)-1-(3-((2-(2,6-Dioxopiperidin-3-yl)-1-oxoisoindol-4-yl)oxy)propyl)-N-(4-(trifluoromethyl)benzyl)pyrrolidine-2-carboxamide O=C1NC(CCC1N1C(C2=CC=CC(=C2C1)OCCCN1[C@@H](CCC1)C(=O)NCC1=CC=C(C=C1)C(F)(F)F)=O)=O